2-(2-(naphthalene-2-yl)vinyl)quinoline C1=C(C=CC2=CC=CC=C12)C=CC1=NC2=CC=CC=C2C=C1